N1CCC(CC1)\C=C/C1=CC2=C(OCC(N2)=O)C=C1 (Z)-6-(2-(piperidin-4-yl)vinyl)-2H-benzo[b][1,4]oxazin-3(4H)-one